I(=O)(=O)(=O)[O-].[C+4].I(=O)(=O)(=O)[O-].I(=O)(=O)(=O)[O-].I(=O)(=O)(=O)[O-] carbon periodate